(9H-fluoren-9-yl)-decyl-(2-oxo-ethyl)carbamic acid methyl ester COC(N(CC=O)CCCCCCCCCCC1C2=CC=CC=C2C=2C=CC=CC12)=O